1-((3,3-Difluoro-1-methylcyclobutyl)methyl)-N-(2-(S-methylsulfonimidoyl)pyridin-4-yl)-3-(spiro[2.2]pentan-1-yl)-4-(trifluoromethyl)-1H-pyrazole-5-carboxamide FC1(CC(C1)(C)CN1N=C(C(=C1C(=O)NC1=CC(=NC=C1)S(=O)(=N)C)C(F)(F)F)C1CC12CC2)F